CC(=C)[C@@H]1CC[C@]2([C@H]1[C@H]3CC[C@@H]4[C@]5(CC[C@@H](C([C@@H]5CC[C@]4([C@@]3(CC2)C)C)(C)C)O)C)C Lupenol